2-acetyl-6-(ethylsulfonyl)-N-(4-(1,1,1,3,3,3-hexafluoro-2-hydroxypropan-2-yl)phenyl)-1,2,3,4-tetrahydroisoquinoline-1-carboxamide C(C)(=O)N1C(C2=CC=C(C=C2CC1)S(=O)(=O)CC)C(=O)NC1=CC=C(C=C1)C(C(F)(F)F)(C(F)(F)F)O